O1NC(=CC=C1)C(=O)N oxazinamide